C(C)(=O)N1CC2(C1)CCN(CC2)C(=O)[C@@H](CCCCN)NC([C@@H](CC(C)C)NC([C@@H](CC2=CC=CC=C2)NC([C@@H](CC2=CC=CC=C2)N)=O)=O)=O (2R)-N-[(1R)-1-(2-acetyl-2,7-diazaspiro[3.5]nonane-7-carbonyl)-5-amino-pentyl]-2-[[(2R)-2-[[(2R)-2-amino-3-phenyl-propionyl]amino]-3-phenylpropionyl]amino]-4-methyl-pentanoamide